(2R)-2-amino-3-hydroxy-N-[(1S)-2-hydroxy-1-(3-methoxyphenyl)ethyl]propanamide N[C@@H](C(=O)N[C@H](CO)C1=CC(=CC=C1)OC)CO